CC1=C(OCC(=O)O)C=CC(=C1)Cl 2-methyl-4-chlorophenoxyacetic acid